ClC=1C=C(C=CC1F)C(\C=C(/F)\C1=CC(=C(C(=O)O)C=C1)C(F)(F)F)C(F)(F)F (Z)-4-(3-(3-chloro-4-fluorophenyl)-1,4,4,4-tetrafluorobut-1-en-1-yl)-2-(trifluoromethyl)benzoic acid